C(C)(C)(C)NS(=O)(=O)C1=CC(=CC=C1)NC1=NC(=NC=C1C)NC1=CC=C(C=C1)N1CCC(CC1)N1CCN(CC1)CC1=C(C=C(C=C1)N1C(NC(CC1)=O)=O)F N-(tert-butyl)-3-((2-((4-(4-(4-(4-(2,4-dioxotetrahydropyrimidin-1(2H)-yl)-2-fluorobenzyl)piperazin-1-yl)piperidin-1-yl)phenyl)amino)-5-methylpyrimidin-4-yl)amino)benzenesulfonamide